(6R)-6-{[7-bromo-2-(1-methyl-1H-pyrazol-4-yl)[1,2,4]triazolo[1,5-c]quinazolin-5-yl]amino}-1,4-diazepan-5-one BrC1=CC=CC=2C=3N(C(=NC12)N[C@H]1C(NCCNC1)=O)N=C(N3)C=3C=NN(C3)C